N-(4-((3-(difluoromethoxy)-6-(methylsulfonyl)pyridin-2-yl)amino)-5-(1-methyl-1H-pyrazol-3-yl)pyridin-2-yl)acetamide FC(OC=1C(=NC(=CC1)S(=O)(=O)C)NC1=CC(=NC=C1C1=NN(C=C1)C)NC(C)=O)F